3-(3-ethyl-4-oxo-spiro[6,8-dihydro-5H-pyrazolo[4,3-c]azepine-7,4'-tetrahydropyran]-1-yl)propyl 4-methyloxazole-5-carboxylate CC=1N=COC1C(=O)OCCCN1N=C(C=2C(NCC3(CCOCC3)CC21)=O)CC